6-methoxy-2-(2-(methoxymethyl)-7-methylquinoxalin-5-yl)-5-methylbenzo[d]thiazole COC1=CC2=C(N=C(S2)C2=C3N=CC(=NC3=CC(=C2)C)COC)C=C1C